NCC1=CC=C(CN2C(N(SC2=O)CCCl)=O)C=C1 4-(4-(aminomethyl)benzyl)-2-(2-chloroethyl)-1,2,4-thiadiazolidine-3,5-dione